NCC1=CC=C(OCCO)C=C1 2-(4-(aminomethyl)phenoxy)ethan-1-ol